N-(5-((4-(5-bromo-3,3-dimethyl-2,3-dihydro-1H-pyrrolo[3,2-b]pyridin-1-yl)-1,3,5-triazin-2-yl)amino)-2-((2-(dimethylamino)ethyl)(methyl)amino)-4-methoxyphenyl)acrylamide BrC1=CC=C2C(=N1)C(CN2C2=NC(=NC=N2)NC=2C(=CC(=C(C2)NC(C=C)=O)N(C)CCN(C)C)OC)(C)C